N[C@@H](COC=1C(=NC(=NC1Cl)Cl)NCCC1=CNC2=CC(=CC=C12)F)COC 5-[(2R)-2-amino-3-methoxy-propoxy]-2,6-dichloro-N-[2-(6-fluoro-1H-indol-3-yl)ethyl]pyrimidin-4-amine